CC1=C(C(=CC(=C1)C)C)S(=O)(=O)NC1=C(C(=O)NC=2SC=C(N2)C2=CC=C(C=C2)C(C)(C)C)C=CC=C1 2-((2,4,6-trimethylphenyl)sulfonamido)-N-(4-(4-tert-butylphenyl)thiazol-2-yl)benzamide